5-(1-(1-(6-((R)-3-((cyclobutylmethyl)amino)piperidin-1-yl)pyridazin-3-yl)ethyl)-1H-1,2,3-triazol-4-yl)-N,N-dimethylpyridin-3-amine C1(CCC1)CN[C@H]1CN(CCC1)C1=CC=C(N=N1)C(C)N1N=NC(=C1)C=1C=C(C=NC1)N(C)C